C(C=C)(=O)N1[C@H](CN(CC1)C1=NC(=NC=2CC3(CCC12)C=C(C1=C(C=CC=C13)F)F)OC[C@H]1N(CCC1)C)CC#N 2-((2S)-1-acryloyl-4-(3,4-difluoro-2'-(((S)-1-methylpyrrolidin-2-yl)methoxy)-5',8'-dihydro-6'H-spiro[indene-1,7'-quinazolin]-4'-yl)piperazin-2-yl)acetonitrile